FC1=C(C(=CC(=C1)OC)F)C1=C(C(N(N1C)C1=CC(=CC(=C1)C)C)=O)NC(C1=CC=C(C=C1)OC(F)F)=O N-[5-(2,6-difluoro-4-methoxyphenyl)-2-(3,5-dimethylphenyl)-1-methyl-3-oxo-2,3-dihydro-1H-pyrazol-4-yl]-4-(difluoromethoxy)benzamide